The molecule is a hydroxy fatty acid anion that is the conjugate base of omega-hydroxytriacontanoic acid, obtained by deprotonation of the carboxy group. It is an ultra-long-chain fatty acid anion and an omega-hydroxy-ultra-long-chain fatty acid anion. It is a conjugate base of an omega-hydroxytriacontanoic acid. C(CCCCCCCCCCCCCCC(=O)[O-])CCCCCCCCCCCCCCO